C(CC)C(C(C(=O)O)=C)(CCC)CCC.C[Si](O[Si](O[Si](C)(C)C)(O[Si](C)(C)C)CCC[SiH2]CCC)(C)C TRIS(trimethylsiloxy)silylpropylpropylsilane (trispropylmethacrylate)